(1-methyl-1H-pyrazol-4-yl)-4-(tributylstannyl)pyrimidin-2-amine CN1N=CC(=C1)C=1C(=NC(=NC1)N)[Sn](CCCC)(CCCC)CCCC